di-tert-butyl ((4S)-5-(11-fluoro-3-methoxy-7-oxo-7,8-dihydrobenzo[5,6]azepino[3,4-b]indol-6(5H)-yl)-2-hydroxypentane-1,4-diyl)dicarbamate FC1=CC=2C3=C(NC2C=C1)C(N(CC1=C3C=CC(=C1)OC)C[C@H](CC(CNC(OC(C)(C)C)=O)O)NC(OC(C)(C)C)=O)=O